1-(5-(((1S,4S)-5-(isopropylsulfonyl)-2,5-diazabicyclo[2.2.1]heptan-2-yl)methyl)pyrazolo[1,5-a]pyridin-3-yl)dihydropyrimidine-2,4(1H,3H)-dione C(C)(C)S(=O)(=O)N1[C@@H]2CN([C@H](C1)C2)CC2=CC=1N(C=C2)N=CC1N1C(NC(CC1)=O)=O